C[Si](N(C(C)=O)CCCC)(N(C(C)=O)CCCC)N(C(C)=O)CCCC methyltris(N-butylacetamido)silane